C(C)(=O)OC(OC(N[C@H](C(N[C@H](C(NC)=O)CCCNC(=O)N)=O)C(C)C)=O)C1C2=CC=CC=C2C=2C=CC=CC12 (5S,8S)-1-(9H-fluoren-9-yl)-5-isopropyl-3,6,9-trioxo-8-(3-ureidopropyl)-2-oxa-4,7,10-triazaundecan-1-yl acetate